C(C)(C)(C)OC(=O)N1CC(C1)C(NC=1C=NC(=CC1)C#C[Si](C)(C)C)=O 3-((6-((trimethylsilyl)ethynyl)pyridin-3-yl)carbamoyl)azetidine-1-carboxylic acid tert-butyl ester